3-(2-(2-(2-(2-hydroxyethoxy)ethoxy)ethoxy)ethoxy)benzonitrile OCCOCCOCCOCCOC=1C=C(C#N)C=CC1